N-(5-Chloro-1H-pyrrolo[3,2-b]pyridin-3-yl)-4,5-dimethyl-1H-benzo[d]imidazol-2-amine ClC1=CC=C2C(=N1)C(=CN2)NC2=NC1=C(N2)C=CC(=C1C)C